C(C=C)[In](CC=C)CC=C tri(allyl)indium